N1(CCOCC1)CCC[NH-] N-(3-morpholinylpropyl)amide